FC=1C=C(C(=CC1)N)NC 4-fluoro-N2-methyl-benzene-1,2-diamine